ClC1=C2C(=NC=C1C=1C=C(C=CC1)N1C(CN(CC1)S(=O)(=O)CCCCl)=O)NC=C2CC(F)F 1-(3-(4-chloro-3-(2,2-difluoroethyl)-1H-pyrrolo[2,3-b]pyridin-5-yl)phenyl)-4-((3-chloropropyl)sulfonyl)piperazin-2-one